tert-butyl (2S)-2-[([3-[3,5-bis(trifluoromethyl)phenyl]phenyl]methyl)carbamoyl]pyrrolidine-1-carboxylate FC(C=1C=C(C=C(C1)C(F)(F)F)C=1C=C(C=CC1)CNC(=O)[C@H]1N(CCC1)C(=O)OC(C)(C)C)(F)F